C1(CC1)[C@H](CP([O-])(=O)C)C1=CC(=CC=C1)OCC1=CC(=C(C=C1)C1=CC(=NC=C1F)OC)[C@H](C(C)(C)C)OC.[Na+] sodium ((S)-2-cyclopropyl-2-(3-((4-(5-fluoro-2-methoxypyridin-4-yl)-3-((S)-1-methoxy-2,2-dimethylpropyl)benzyl)oxy)phenyl)ethyl)(methyl)phosphinate